hydroxymethyl-norbornene OCC12C=CC(CC1)C2